ClC=1C=C2C(=NC1OC)C(=C(N2C)C=2NC(=NN2)N(C)C)N2C=NC=C2 5-(6-chloro-3-(1H-imidazol-1-yl)-5-methoxy-1-methyl-1H-pyrrolo[3,2-b]pyridin-2-yl)-N,N-dimethyl-4H-1,2,4-triazol-3-amine